N-(2-methoxy-4-(1-(4-bromophenyl)cyclopentane-1-carboxamido)phenyl)-3-chlorobenzamide COC1=C(C=CC(=C1)NC(=O)C1(CCCC1)C1=CC=C(C=C1)Br)NC(C1=CC(=CC=C1)Cl)=O